NC=1SC2=C(N1)C(=CC=C2F)C2=C(C=1N=C(N=C(C1C(N2C2CC2)=O)N2CCCCCC2)OC[C@]21CCCN1C[C@@H](C2)F)F 7-(2-amino-7-fluorobenzo[d]thiazol-4-yl)-4-(azepan-1-yl)-6-cyclopropyl-8-fluoro-2-(((2R,7aS)-2-fluorotetrahydro-1H-pyrrolizin-7a(5H)-yl)methoxy)pyrido[4,3-d]pyrimidin-5(6H)-one